(2R,3S,5R)-5-(6-Amino-2-fluoro-9H-purin-9-yl)-2-ethynyl-2-((((S)-(((S)-1-isopropoxy-1-oxo-3-phenylpropan-2-yl)amino)(phenoxy)phosphoryl)oxy) methyl)tetrahydrofuran-3-yl stearate C(CCCCCCCCCCCCCCCCC)(=O)O[C@@H]1[C@](O[C@H](C1)N1C2=NC(=NC(=C2N=C1)N)F)(CO[P@](=O)(OC1=CC=CC=C1)N[C@H](C(=O)OC(C)C)CC1=CC=CC=C1)C#C